3-(cyclopropylmethoxy)-4-(difluoromethoxy)aniline hydrochloride Cl.C1(CC1)COC=1C=C(N)C=CC1OC(F)F